C(C=C)(=O)OCC(=O)OCCCC (n-butyl (oxycarbonyl) methyl) acrylate